2-(AZETIDINE-1-CARBONYL)PHENYLBORONIC ACID N1(CCC1)C(=O)C1=C(C=CC=C1)B(O)O